[B-](/C=C/C)(F)(F)F.[K+] potassium (E)-trifluoro(prop-1-en-1-yl)borate